ClC=1C(=NC(=NC1)NC=1C(=CC(=C(C1)NC(C=C)=O)N(C)CCN(C)C)OC)NC1=C(C(=CC=C1)C)N(S(=O)(=O)C)CC N-(5-((5-chloro-4-((2-(N-ethylmethylsulfonamido)-3-methylphenyl)amino)pyrimidin-2-yl)amino)-2-((2-(dimethylamino)ethyl)(methyl)amino)-4-methoxyphenyl)acrylamide